6-(4-isobutoxypyrazol-1-yl)-2-[(4S)-2,2,4-trimethylpyrrolidin-1-yl]pyridin-3-carboxamid C(C(C)C)OC=1C=NN(C1)C1=CC=C(C(=N1)N1C(C[C@@H](C1)C)(C)C)C(=O)N